C(C)(C)(C)OC(=O)N1C[C@@H](CCC1)NC=1N=NC(=C2C1C=NC=C2)O (R)-3-((1-hydroxypyrido[3,4-d]pyridazin-4-yl)amino)piperidine-1-carboxylic acid tert-butyl ester